C(C)OC(=O)C1=C(C(=NC=C1)C1=NC=CC=C1)C(=O)OCC bis(ethoxycarbonyl)-2,2'-bipyridine